{3-[(1R)-1-amino-8-azaspiro[4.5]decan-8-yl]-6-[(2,3-dichlorophenyl)sulfanyl]-5-methylpyridin-2-yl}methanol N[C@@H]1CCCC12CCN(CC2)C=2C(=NC(=C(C2)C)SC2=C(C(=CC=C2)Cl)Cl)CO